(1R,2S,5S)-8-([1,1'-biphenyl]-2-carbonyl)-3-(diphenylcarbamoyl)-3,8-diazabicyclo[3.2.1]octane-2-carboxylic acid C=1(C(=CC=CC1)C(=O)N1[C@H]2[C@H](N(C[C@@H]1CC2)C(N(C2=CC=CC=C2)C2=CC=CC=C2)=O)C(=O)O)C2=CC=CC=C2